Harmine HCl Cl.C1(C)=NC=CC=2C3=CC=C(OC)C=C3NC12